4-amino-5-[(4,4-difluoropiperidin-1-yl)methyl]pyrrolo[2,1-f][1,2,4]triazin-7-yl-N-[(3R,4S)-4-fluoro-1-(3,3,3-trifluoropropanoyl)pyrrolidin-3-yl]-2-methoxypyridine-3-carboxamide NC1=NC=NN2C1=C(C=C2C2=C(C(=NC=C2)OC)C(=O)N[C@@H]2CN(C[C@@H]2F)C(CC(F)(F)F)=O)CN2CCC(CC2)(F)F